3-[3-[6-(6-methylpyridazin-4-yl)pyrrolo[1,2-b]pyridazin-4-yl]-3,8-diazabicyclo[3.2.1]octan-8-yl]cyclobutane-1-carbonitrile CC1=CC(=CN=N1)C=1C=C2N(N=CC=C2N2CC3CCC(C2)N3C3CC(C3)C#N)C1